[Si](C1=CC=CC=C1)(C1=CC=CC=C1)(C(C)(C)C)OCC=1C=C(COC=2C=NC=C(C(=O)OC)C2)C=C(C1)OC 5-((3-(((tert-butyldiphenylsilyl)oxy)methyl)-5-methoxybenzyl)oxy)nicotinic acid, Methyl ester